ClC=1C=CC(=C(C(=O)NC2=C(C=CC=C2F)F)C1)O 5-chloro-N-(2,6-difluorophenyl)-2-hydroxybenzamide